1-methyl-2-(trifluoromethyl)benzimidazol-6-amine CN1C(=NC2=C1C=C(C=C2)N)C(F)(F)F